NC=1C=C(C(=O)NC)C=CC1NC=1C=C2CCC(NC2=CC1)=O 3-amino-N-methyl-4-[(2-oxo-3,4-dihydro-1H-quinolin-6-yl)amino]Benzamide